(S)-2-((tert-butyldimethylsilyloxy)methyl)pyrrolidine hydrochloride Cl.[Si](C)(C)(C(C)(C)C)OC[C@H]1NCCC1